FC1=C(C=CC(=C1)C#CCOCC1=CC=C(C=C1)OC)O D-2-fluoro-4-{3-[(4-methoxyphenyl)methoxy]prop-1-yn-1-yl}phenol